(2S,3R)-5,7-bis(benzyloxy)-2-(3,4,5-tris(benzyloxy)phenyl)chroman-3-yl 4,5-bis(benzyloxy)-2-fluorobenzoate C(C1=CC=CC=C1)OC1=CC(=C(C(=O)O[C@H]2[C@@H](OC3=CC(=CC(=C3C2)OCC2=CC=CC=C2)OCC2=CC=CC=C2)C2=CC(=C(C(=C2)OCC2=CC=CC=C2)OCC2=CC=CC=C2)OCC2=CC=CC=C2)C=C1OCC1=CC=CC=C1)F